CCCCOC(C)(C)[C@@H](COC1=C2C(=C(C3=C1OC(=O)C=C3)OC)C=CO2)O The molecule is a member of the class of psoralens that is psoralen substituted by a methoxy group at position 4 and a [(2R)-3-butoxy-2-hydroxy-3-methylbutyl]oxy group at position 9. Isolated from the roots of Angelica dahurica, it exhibits inhibitory activity against COX-2 and 5-lipooxygenase. It has a role as a metabolite, an EC 1.13.11.34 (arachidonate 5-lipoxygenase) inhibitor and a cyclooxygenase 2 inhibitor. It is a member of psoralens, an aromatic ether and a secondary alcohol. It derives from a psoralen.